9,9-bis(4-(2-hydroxyethoxy)phenyl)-4,5-di(1-naphthyl)fluorene OCCOC1=CC=C(C=C1)C1(C2=CC=CC(=C2C=2C(=CC=CC12)C1=CC=CC2=CC=CC=C12)C1=CC=CC2=CC=CC=C12)C1=CC=C(C=C1)OCCO